diaminobiuret C(=O)(NC(=O)NN)NN